N-(9-fluorenylmethoxycarbonyl)-S-trityl-L-cysteine C1=CC=CC=2C3=CC=CC=C3C(C12)COC(=O)N[C@@H](CSC(C1=CC=CC=C1)(C1=CC=CC=C1)C1=CC=CC=C1)C(=O)O